C(C=C)(=O)O.CCCS(=O)(=O)F 3-propylsulfonylfluoride acrylate